4-methyl-5-propyl-3,5-heptanediol dibenzoate C(C1=CC=CC=C1)(=O)OC(CC)C(C(CC)(OC(C1=CC=CC=C1)=O)CCC)C